C(C)C(CC(CCO)O)CC 2-ethylbutyl-1,3-propanediol